2-(2-((5-(1-aminoisoquinolin-5-yl)-1-ethyl-1H-indazol-3-yl)methoxy)phenyl)acetic acid NC1=NC=CC2=C(C=CC=C12)C=1C=C2C(=NN(C2=CC1)CC)COC1=C(C=CC=C1)CC(=O)O